(6Z)-8-(trans-4-aminocyclohexyloxy)-6-(3-benzyloxy-propoxyimino)-5,5-dimethyl-benzo[h]quinazolin-4-amine N[C@@H]1CC[C@H](CC1)OC=1C=CC2=C(\C(\C(C=3C(=NC=NC23)N)(C)C)=N/OCCCOCC2=CC=CC=C2)C1